[NH4+].[PH4+].[NH4+].C(#N)C1=CC(=C(OC=2N=NC(=C(C2C(=O)NC=2C=NC=C(C2)C#N)C)C(F)(F)F)C=C1)OC 3-(4-cyano-2-methoxy-phenoxy)-N-(5-cyano-3-pyridinyl)-5-methyl-6-(trifluoromethyl)pyridazine-4-carboxamide ammonium phosphonium ammonium salt